2-[3-[8-methoxy-1-oxo-2-(2,2,2-trifluoroethyl)-3,4-dihydroisoquinolin-6-yl]imidazo[1,2-a]pyridin-7-yl]-2-methylpropanenitrile COC=1C=C(C=C2CCN(C(C12)=O)CC(F)(F)F)C1=CN=C2N1C=CC(=C2)C(C#N)(C)C